C(C)C1=C(C(=CC(=C1)N)C)CC1=C(C=C(C=C1C)N)CC bis(2-ethyl-6-methyl-4-aminophenyl)methane